6-methoxy-N-((R)-3-methoxy-1-oxo-1-(((R)-4-phenyl-1-(4,4,5,5-tetramethyl-1,3,2-dioxaborolan-2-yl)butyl)amino)propan-2-yl)picolinamide COC1=CC=CC(=N1)C(=O)N[C@@H](C(N[C@@H](CCCC1=CC=CC=C1)B1OC(C(O1)(C)C)(C)C)=O)COC